OCC1=CC=C(C=C1)C(\C=C\C1=CC=C(C=C1)C)=O (E)-1-[4-(Hydroxymethyl)phenyl]-3-(4-methylphenyl)prop-2-en-1-one